FC1=CC=C(CNC(C(C=2C=NC=CC2)N2CCN(CC2)C)=O)C=C1 N-(4-fluorobenzyl)-2-(4-methylpiperazin-1-yl)-2-(pyridin-3-yl)acetamide